F[C@@H]1[C@@H](CCC1)NCC=1C=C(C2=C(N=C(O2)C=2C=C(C=CC2)C2=C(C=C(C=C2)F)C2=NN=CN2C)C1)C(F)(F)F (1R,2S)-2-fluoro-N-((2-(4'-fluoro-2'-(4-methyl-4H-1,2,4-triazol-3-yl)-[1,1'-biphenyl]-3-yl)-7-(trifluoromethyl)benzo[d]oxazol-5-yl)methyl)cyclopentan-1-amine